5,5'-diallyl-2'-(2-((4-isothiocyanatobutyl) sulfanyl) ethoxy)-[1,1'-biphenyl]-2-yl dihydrogen phosphate P(=O)(OC1=C(C=C(C=C1)CC=C)C1=C(C=CC(=C1)CC=C)OCCSCCCCN=C=S)(O)O